2-cyclopentadecanoyl-sn-glycero-3-phosphorylcholine C1(CCCCCCCCCCCCCC1)C(=O)O[C@H](CO)COP(=O)(O)OCC[N+](C)(C)C